6-(6-(1-(8-(cyclopropylmethyl)-8-azabicyclo[3.2.1]oct-3-yl)piperidin-4-yl)-1,4-dimethyl-1H-benzo[d]imidazol-2-yl)-8-methoxy-[1,2,4]triazolo[1,5-a]pyridine C1(CC1)CN1C2CC(CC1CC2)N2CCC(CC2)C=2C=C(C1=C(N(C(=N1)C=1C=C(C=3N(C1)N=CN3)OC)C)C2)C